The molecule is a carotenol that is beta,beta-carotene carrying two hydroxy substituents at positions 3 and 3' (the 3R,3'S-diastereomer). It is rarely found in diet and is believed to be formed at the macula by metabolic transformations of ingested carotenoids. It has a role as an antioxidant, a marine metabolite, a human xenobiotic metabolite and an anti-inflammatory agent. It derives from a hydride of a beta-carotene. CC1=C(C(C[C@@H](C1)O)(C)C)/C=C/C(=C/C=C/C(=C/C=C/C=C(/C=C/C=C(/C=C/C2=C(C[C@@H](CC2(C)C)O)C)\\C)\\C)/C)/C